OC=1C(=C(C(=O)NC2=CC(=CC3=CC=CC=C23)C(=O)[O-])C=CC1)C.C(C)(C)[Si](C1=C(C(=C(C(=C1F)F)[B+2])F)F)(C(C)C)C(C)C.OC=1C(=C(C(=O)NC2=CC(=CC3=CC=CC=C23)C(=O)[O-])C=CC1)C (4-[tris(isopropyl)silyl]tetrafluorophenyl)boron 4-(3-hydroxy-2-methyl-benzoylamino)-naphthalene-2-carboxylate